8-((3-(3-Cyclopropylureido)-4-fluorophenyl)amino)-N-methyl-5-oxo-10,11-dihydro-5H-dibenzo[a,d][7]annulene-3-carboxamide C1(CC1)NC(NC=1C=C(C=CC1F)NC=1C=CC2=C(CCC3=C(C2=O)C=C(C=C3)C(=O)NC)C1)=O